2-ethylpropan-1,3-diol C(C)C(CO)CO